(S)-3-(1-(3-((2-(1-ethyl-3,5-dimethyl-1H-pyrazol-4-yl)-5-fluoropyridin-4-yl)oxy)azetidine-1-carbonyl)-4,5-dihydro-1H-pyrazol-5-yl)-5-fluorobenzonitrile C(C)N1N=C(C(=C1C)C1=NC=C(C(=C1)OC1CN(C1)C(=O)N1N=CC[C@H]1C=1C=C(C#N)C=C(C1)F)F)C